(R)-2-(7-Chloro-4-oxoquinazolin-3(4H)-yl)-N-(4-(4-fluoro-1-methyl-1H-pyrazol-5-yl)phenyl)propenamide ClC1=CC=C2C(N(C=NC2=C1)C(C(=O)NC1=CC=C(C=C1)C1=C(C=NN1C)F)=C)=O